N-cyclohexyl-2-hydroxyl-3-aminopropanesulfonic acid C1(CCCCC1)NCC(CS(=O)(=O)O)O